5-(phenyl)-4-pentenal C1(=CC=CC=C1)C=CCCC=O